C(C)C=1C(=NC=C(C1)C1=C(C=CC2=C1OCC=CC2)F)N Ethyl-5-(8-fluoro-2,5-dihydrobenzo[b]oxepin-9-yl)pyridin-2-amine